NC=1C(=NC(=CN1)C1=C(C=CC(=C1)C(C(F)F)(CO)O)C)C(=O)NC12CCC(C1)(C2)C#N 3-amino-N-(4-cyanobicyclo[2.1.1]hexan-1-yl)-6-(5-(1,1-difluoro-2,3-dihydroxypropan-2-yl)-2-methylphenyl)pyrazine-2-carboxamide